N,N'-dimethyl-N,N'-dibutyl-hexyl-ethoxymalonamide CN(C(C(C(=O)N(CCCC)C)(OCC)CCCCCC)=O)CCCC